tert-butyl N-[2-[2-[(3-nitrophenyl)methoxy]ethoxy]ethyl]carbamate [N+](=O)([O-])C=1C=C(C=CC1)COCCOCCNC(OC(C)(C)C)=O